11-{5-[(3Z)-1-butyl-2-oxo-2,3-dihydro-1H-indol-3-ylidene]-4-oxo-2-sulfanylidene-1,3-thiazolidin-3-yl}undecanoic acid C(CCC)N1C(\C(\C2=CC=CC=C12)=C/1\C(N(C(S1)=S)CCCCCCCCCCC(=O)O)=O)=O